methyl-(R)-2-methylbutanoat COC([C@@H](CC)C)=O